(S)-6-((4-((2-hydroxy-1-phenylethyl)amino)-5-(3-morpholino-1,2,4-oxadiazol-5-yl)pyrimidin-2-yl)amino)-1-isopropyl-1,2-dihydro-3H-pyrazolo[3,4-b]pyridin-3-one OC[C@H](C1=CC=CC=C1)NC1=NC(=NC=C1C1=NC(=NO1)N1CCOCC1)NC1=CC=C2C(=N1)N(NC2=O)C(C)C